1-(4-chlorophenyl)-4-phenyl-2-((4-(trifluoromethyl)benzyl)thio)-1H-imidazole ClC1=CC=C(C=C1)N1C(=NC(=C1)C1=CC=CC=C1)SCC1=CC=C(C=C1)C(F)(F)F